2-(3-((t-Butoxycarbonyl)amino)propoxy)acetic acid C(C)(C)(C)OC(=O)NCCCOCC(=O)O